ClC1=C(C=CC(=C1)C(F)(F)F)C1(CCC1)O 1-(2-chloro-4-(trifluoromethyl)phenyl)cyclobutan-1-ol